(2R,4R)-1-cyano-N-[2-(cyclohexylamino)-2-oxo-1-(3-pyridyl)ethyl]-4-hydroxy-N-[4-(pentafluoro-λ6-sulfanyl)phenyl]pyrrolidine-2-carboxamide C(#N)N1[C@H](C[C@H](C1)O)C(=O)N(C1=CC=C(C=C1)S(F)(F)(F)(F)F)C(C(=O)NC1CCCCC1)C=1C=NC=CC1